5-(8-Methyl-9H-pyrido[2,3-b]indol-4-yl)-1H-indazol-3-amine CC=1C=CC=C2C3=C(NC12)N=CC=C3C=3C=C1C(=NNC1=CC3)N